ClC=1C(=C(C(=C(C1)C(C)N1N=C(C=2C1=NC=NC2N)C)OC)C2CN(C2)CC2CC2)C 1-(1-{5-chloro-3-[1-(cyclopropylmethyl)azetidin-3-yl]-2-methoxy-4-methylphenyl}ethyl)-3-methyl-1H-pyrazolo[3,4-d]pyrimidin-4-amine